trifluoromethyloxycarboxylic acid FC(OC(=O)O)(F)F